2,7-dibromo-9,9-diphenyl-fluorene BrC1=CC=2C(C3=CC(=CC=C3C2C=C1)Br)(C1=CC=CC=C1)C1=CC=CC=C1